C=C1CC(OCC1)C1=CC=CC=C1 4-METHYLENE-2-PHENYLTETRAHYDRO-2H-PYRAN